5-(2-furanyl)-N-[3-(1H-imidazol-1-yl)propyl]-3-isoxazolecarboxamide O1C(=CC=C1)C1=CC(=NO1)C(=O)NCCCN1C=NC=C1